O[C@H]1C[C@H]2/C(/C([C@H]3[C@@H]4CC[C@H]([C@@H](CCC(=O)O)C)[C@]4(CC[C@@H]3[C@]2(CC1)C)C)=O)=C/C Z-3α-hydroxy-6-ethylidene-7-keto-5β-cholan-24-oic acid